2-ethyl-3-(1-methylpyrazol-4-yl)cyclopropanecarboxamide C(C)C1C(C1C=1C=NN(C1)C)C(=O)N